tert-butyl (1R,5S,6r)-6-{[2-(2-pyridinyl)hydrazino]carbonyl}-3-azabicyclo[3.1.0]hexane-3-carboxylate N1=C(C=CC=C1)NNC(=O)C1[C@H]2CN(C[C@@H]12)C(=O)OC(C)(C)C